C(C=C)(=O)OCC(F)(F)F trifluoroethyl acrylate